Cl.NC(C(=O)OC)CC1C(NCCC1)=O methyl 2-amino-3-(2-oxopiperidin-3-yl)propanoate mono-hydrochloride